F[C@@H]1[C@H](C1)C(=O)N[C@@H](C1=CC=C2C=NNC2=C1)C1=NC(=C(C=C1)C(C)C)F (1R,2S)-2-fluoro-N-((S)-(6-fluoro-5-isopropylpyridin-2-yl)(1H-indazol-6-yl)methyl)cyclopropane-1-carboxamide